OCC1OC(C(C1O)O)CO 2,5-bis(hydroxymethyl)tetrahydrofuran-3,4-diol